N-hexadecyl-N-dodecyl-tolyl-ammonium tetrakis(perfluorophenyl)borate FC1=C(C(=C(C(=C1F)F)F)F)[B-](C1=C(C(=C(C(=C1F)F)F)F)F)(C1=C(C(=C(C(=C1F)F)F)F)F)C1=C(C(=C(C(=C1F)F)F)F)F.C(CCCCCCCCCCCCCCC)[NH+](CCCCCCCCCCCC)C1=C(C=CC=C1)C